7-((2,3-difluorobenzyl)amino)-3,4,11,11a-tetrahydropyrimido[6',1':2,3]imidazo[5,1-c][1,4]thiazin-9(1H)-one-2,2-dioxide FC1=C(CNC2=NC(N3C(N4C(CS(CC4)(=O)=O)C3)=C2)=O)C=CC=C1F